N1C(=NC2=C1C=CC=C2)CN[C@H]2CCCC=1C=CC=NC21 (S)-N-((1H-benzo[d]imidazol-2-yl)methyl)-5,6,7,8-tetrahydroquinolin-8-amine